L-tyrosine dihydrate O.O.N[C@@H](CC1=CC=C(C=C1)O)C(=O)O